ClC=1C(=CC(=C(CN2C[C@@H](CC2)C(=O)O)C1)C)\C=C\C1=NC=CC(=C1C#N)C1=C(C(=CC=C1)NC(C1=NC=C(C=C1)CN1CCOCC1)=O)C (R,E)-1-(5-chloro-4-(2-(3-cyano-4-(2-methyl-3-(5-(morpholinomethyl)picolinamido)phenyl)pyridin-2-yl)vinyl)-2-methylbenzyl)pyrrolidine-3-carboxylic acid